[U].[Si] trans-silicon uranium